C(C)OC(CCCCCCC)N1N=NC2=C1C=CC=C2 1-(1-ethoxyoctyl)-1H-benzo[d][1,2,3]triazole